2,3-dihydro-benzofuran-5-carboxylic acid (2-pyrrolidin-1-yl-benzothiazol-5-yl)-amide N1(CCCC1)C=1SC2=C(N1)C=C(C=C2)NC(=O)C=2C=CC1=C(CCO1)C2